4-[3-[(3R,9aS)-3-(3-chloro-4-fluoro-phenyl)-3,4,6,7,9,9a-hexahydro-1H-pyrazino[2,1-c][1,4]oxazine-8-carbonyl]-2-chloro-5-fluoro-phenyl]-1H-pyridin-2-one ClC=1C=C(C=CC1F)[C@@H]1CN2[C@H](CO1)CN(CC2)C(=O)C=2C(=C(C=C(C2)F)C2=CC(NC=C2)=O)Cl